(8aR)-3-(5-(2-(1-((tert-butyldimethylsilyl)oxy)cyclopropyl)pyridin-4-yl)-4-fluoro-1H-imidazol-2-yl)-7-(3-chloro-2-fluoro-6-(1H-tetrazol-1-yl)phenyl)-2,3,8,8a-tetrahydroindolizin [Si](C)(C)(C(C)(C)C)OC1(CC1)C1=NC=CC(=C1)C1=C(N=C(N1)C1CC[C@@H]2CC(=CCN12)C1=C(C(=CC=C1N1N=NN=C1)Cl)F)F